CC(CO)C(CCC(C(CCC)C)C)C (+/-)-2,3,6,7-tetramethyldecan-1-ol